ClC1=C(CC[C@]2(CN(CCC2)C2=CC(=C(C(=C2)F)S(=O)(=O)N(C2=NC=NC=C2)CC2=C(C=C(C=C2)OC)OC)F)N(C)C)C(=CC=C1)Cl (S)-4-(3-(2,6-Dichlorophenethyl)-3-(dimethylamino)piperidin-1-yl)-N-(2,4-dimethoxybenzyl)-2,6-difluoro-N-(pyrimidin-4-yl)benzenesulfonamide